N,N'-di(undecyl)-1,2-diaminocyclohexane C(CCCCCCCCCC)NC1C(CCCC1)NCCCCCCCCCCC